The molecule is an acyl-CoA oxoanion resulting from the removal of all four protons from the phosphate groups of 9alpha-hydroxy-3-oxo-23,24-bisnorchol-4-en-22-oyl-CoA; major species at pH 7.3. It is a conjugate base of a 9alpha-hydroxy-3-oxo-23,24-bisnorchol-4-en-22-oyl-CoA. C[C@@H]([C@H]1CC[C@@H]2[C@@]1(CC[C@]3([C@H]2CCC4=CC(=O)CC[C@@]43C)O)C)C(=O)SCCNC(=O)CCNC(=O)[C@@H](C(C)(C)COP(=O)([O-])OP(=O)([O-])OC[C@@H]5[C@H]([C@H]([C@@H](O5)N6C=NC7=C(N=CN=C76)N)O)OP(=O)([O-])[O-])O